N-(1'-(2-(1,1-difluoroethyl)-6-ethylpyrimidin-4-yl)-1',2'-dihydrospiro[cyclopropane-1,3'-pyrrolo[3,2-c]pyridin]-6'-yl)acetamide FC(C)(F)C1=NC(=CC(=N1)N1CC2(C=3C=NC(=CC31)NC(C)=O)CC2)CC